BrC1=C(C=C(C=O)C=C1)O[Si](C)(C)C(C)(C)C 4-bromo-3-((tert-butyldimethylsilyl)oxy)benzaldehyde